C(N)(OCC(N1CCCC1)C(CCCO[Si](C)(C)C(C)(C)C)CCCCCC)=O (1-((tert-butyldimethylsilyl) oxy) dec-4-yl 2-(pyrrolidin-1-yl) ethyl) carbamate